NC=1C=CC(=C(CN2C(N([C@H](C3=CC=C(C=C23)C(=O)NCC2=C(C=C(C=C2F)F)F)C)C)=O)C1)F (S)-1-(5-amino-2-fluorobenzyl)-3,4-dimethyl-2-oxo-N-(2,4,6-trifluorobenzyl)-1,2,3,4-tetrahydroquinazoline-7-carboxamide